Cl.C[C@H]1CN(C[C@H](N1)C)C1=CC=C(N=N1)NC(=O)C1=CC2=CN(N=C2C=C1OCC)C N-(6-((3S,5R)-3,5-dimethylpiperazin-1-yl)pyridazin-3-yl)-6-ethoxy-2-methyl-2H-indazole-5-carboxamide hydrochloride